(3,3-difluorocyclobutyl)(1H-1,2,4-triazol-5-yl)methanone FC1(CC(C1)C(=O)C1=NC=NN1)F